Methyl 5-(dimethylcarbamoyl)-2-ethoxybenzoate CN(C(=O)C=1C=CC(=C(C(=O)OC)C1)OCC)C